1-{4-[6-{[1-(propan-2-yl)-1H-pyrazolo[4,3-c]pyridin-6-yl]amino}-2-(pyrrolidin-1-yl)pyrimidin-4-yl]piperazin-1-yl}pent-4-yn-1-one CC(C)N1N=CC=2C=NC(=CC21)NC2=CC(=NC(=N2)N2CCCC2)N2CCN(CC2)C(CCC#C)=O